C1(=CC=CC=C1)C1=NC(=NC(=N1)N(C1=CC=NC=C1)CCC)N 6-phenyl-N2-propyl-N-(pyridin-4-yl)-1,3,5-triazine-2,4-diamine